4-((4-methoxyphenyl)amino)-1H-pyrrolo[3,2-c][1,7]naphthyridine-2-carboxylic acid COC1=CC=C(C=C1)NC1=NC=2C=NC=CC2C2=C1C=C(N2)C(=O)O